C(C)(C)(C)C1N2C(C3=CC(=C(C=C3C1)C=1C=NN(C1)CCCC(=O)OCC)OC)=CC(C(=C2)C(=O)OCC)=O ethyl 6-tert-butyl-9-[1-(4-ethoxy-4-oxobutyl)-1H-pyrazol-4-yl]-10-methoxy-2-oxo-6,7-dihydro-2H-pyrido[2,1-a]isoquinoline-3-carboxylate